C(C)(C)(C)OC(=O)N1C(CCCC1)O hydroxypiperidine-1-carboxylic acid tert-butyl ester